C=CC=CCCCCCCC#CC(C)=O 13-tetradecadiene-11-ynal